C1(=CC=CC=C1)CCC1=C(C=C(C(=C1)CCC1=CC=CC=C1)CCC1=CC=CC=C1)CCC1=CC=CC=C1 1,2,4,5-tetrakis(phenylethyl)benzene